ClC=1C=C(C=CC1F)NC1=NC=NC2=CC(=C(C=C12)OC1CCN(CC1)C(=O)COC)OC 4-[(3-chloro-4-fluoro-phenyl)amino]-6-{1-[(methoxymethyl)carbonyl]-piperidin-4-yloxy}-7-methoxy-quinazoline